pentamethyl-cyclopentadienyl-(2-phenylphenoxy)-titanium dichloride [Cl-].[Cl-].CC1=C(C(=C(C1([Ti+2]OC1=C(C=CC=C1)C1=CC=CC=C1)C)C)C)C